C(C)OC(\C(\C(=C(F)F)O[Si](C)(C)C)=C/OCC)=O (Z)-2-(ethoxymethylene)-4,4-difluoro-3-((trimethylsilyl)oxy)but-3-enoic acid ethyl ester